tetrahydromethylbenzene CC1CCCC=C1